C1(CC1)C(CCC(C)C)=O 1-cyclopropyl-4-methylpentan-1-one